NC1=C(SC(=C1Br)C)C(=O)NC 3-amino-4-bromo-5,N-dimethylthiophene-2-carboxamide